1-methyl-4-[(3R)-3-methylmorpholin-4-yl]-6-[(2R)-2-(trifluoromethyl)-1-piperidyl]pyridin-2-one CN1C(C=C(C=C1N1[C@H](CCCC1)C(F)(F)F)N1[C@@H](COCC1)C)=O